[Al].[Ba].[Ca].[Si] silicon-calcium-barium aluminum